FC=1C=C(C=C(C1)F)C1=CC(=CC=C1)C[C@@H]1N(CC[C@@H]1NS(=O)(=O)CC)C=1N=NC=CC1 N-[(2S,3S)-2-[(3',5'-difluoro[1,1'-biphenyl]-3-yl)methyl]-1-(pyridazin-3-yl)pyrrolidin-3-yl]ethanesulfonamide